N-(5-chloro-6-(4-hydroxyphenoxy)pyrimidin-4-yl)-3-nitrobenzamide ClC=1C(=NC=NC1OC1=CC=C(C=C1)O)NC(C1=CC(=CC=C1)[N+](=O)[O-])=O